C12CC3CCC(C3C1)C2 Tricyclo[4.2.1.03,7]nonan